ClCCCCCC/C=C/CBr (2E)-9-chloro-2-nonenyl bromide